C1(CC1)C1=CN=CN1C[C@@H](C)N1C(NCC1)=O |r| racemic-1-[2-(5-cyclopropylimidazol-1-yl)-1-methyl-ethyl]imidazolidin-2-one